bis(3,4-dimethylbenzylidene)-D-sorbitol CC=1C=C(C=C([C@H]([C@H]([C@@H]([C@H](C(O)=CC2=CC(=C(C=C2)C)C)O)O)O)O)O)C=CC1C